3-(2-chloro-4-fluoro-5-isocyanato-phenyl)-5-methyl-4H-isoxazole-5-carboxylic acid ethyl ester C(C)OC(=O)C1(CC(=NO1)C1=C(C=C(C(=C1)N=C=O)F)Cl)C